3,4'-trans-dihydroxystilbene OC=1C=C(C=CC1)\C=C\C1=CC=C(C=C1)O